OC1CCN(CC12CC2)C(=O)OC(C)(C)C tert-butyl 8-hydroxy-5-azaspiro[2.5]octane-5-carboxylate